FC=1C=CC(=C(C(=O)N(C(C)C)C(C)C)C1)OC=1C(=NC=NC1)N1CC2(C1)CN(C2)C(=O)[C@H]2N[C@@H]1CC([C@H]2CC1)=C 5-fluoro-2-[(4-{6-[(1S,3S,4R)-5-methylene-2-azabicyclo[2.2.2]octane-3-carbonyl]-2,6-diazaspiro[3.3]hept-2-yl}pyrimidin-5-yl)oxy]-N,N-di(propan-2-yl)benzamide